C(C=C)N[C@@]1(C[C@H](O)[C@@H](CO)O1)N1C(=O)NC(=O)C(C)=C1 Allylamino-thymidine